(3S,10R,13S)-16-formyl-17-(4-isopropyl-1H-imidazol-1-yl)-10,13-dimethyl-2,3,4,7,8,9,10,11,12,13,14,15-dodecahydro-1H-cyclopenta[a]phenanthren-3-yl acetate C(C)(=O)O[C@H]1CC[C@@]2(C3CC[C@@]4(C(=C(CC4C3CC=C2C1)C=O)N1C=NC(=C1)C(C)C)C)C